FC(C1=CC=C(C=C1)C1=CC=C2CCC3(C(C2=C1)NC(O[C@@H]1CN2CCC1CC2)=O)CC3)(F)F (S)-quinuclidin-3-yl (7'-(4-(trifluoromethyl)phenyl)-3',4'-dihydro-1'H-spiro[cyclopropane-1,2'-naphthalen]-1'-yl)carbamate